C1(=CC=CC2=CC=CC=C12)C(C)N1CCC(CC1)N(C(CCC(=O)O)=O)CC(NCC(NCC#C)=O)=O 4-((1-(1-(naphthalen-1-yl)ethyl)piperidin-4-yl)(2-oxo-2-((2-oxo-2-(prop-2-yn-1-ylamino)ethyl)amino)ethyl)amino)-4-oxobutanoic acid